(R)-1-benzyl-3-(2-methoxyethyl)-3-methylpiperazin-2-one C(C1=CC=CC=C1)N1C([C@@](NCC1)(C)CCOC)=O